4-methyl-6-allylphenol CC1=CC=C(C(=C1)CC=C)O